C(C)N1N=C(C=C1CN1CC2(CN(C2)C(=O)N2CC3(C2)CC(C3)N3N=C(N=C3)C3(CC3)O)C1)C(F)(F)F [6-[[2-ethyl-5-(trifluoromethyl)pyrazol-3-yl]methyl]-2,6-diazaspiro[3.3]heptan-2-yl]-[6-[3-(1-hydroxycyclopropyl)-1,2,4-triazol-1-yl]-2-azaspiro[3.3]heptan-2-yl]methanone